BrC=1C=C(C=CC1)S(=O)(=O)N1C=C(C=C1C1=C(C=CC=C1)F)CNC 1-(1-((3-bromophenyl)sulfonyl)-5-(2-fluorophenyl)-1H-pyrrol-3-yl)-N-methyl-methylamine